(9H-Fluoren-9-yl)methyl-((3R,5R)-1-(2-(6-bromo-1-(cyclopropylmethyl)-1H-indol-2-yl)-4-methoxy-3-methylpyrazolo[1,5-a]pyridine-6-carbonyl)-5-fluoropiperidin-3-yl)carbamate C1=CC=CC=2C3=CC=CC=C3C(C12)COC(N[C@H]1CN(C[C@@H](C1)F)C(=O)C=1C=C(C=2N(C1)N=C(C2C)C=2N(C1=CC(=CC=C1C2)Br)CC2CC2)OC)=O